zinc-iron salt [Fe].[Zn]